cyclooctane-1,4-dicarboxylic acid C1(CCC(CCCC1)C(=O)O)C(=O)O